2-trimethylsilylethyl 4-[3-[[4-[[(7R)-8-cyclopentyl-7-ethyl-5-methyl-6-oxo-7H-pteridin-2-yl]amino]-3-methoxy-benzoyl]amino]cyclobutoxy]piperidine-1-carboxylate C1(CCCC1)N1[C@@H](C(N(C=2C=NC(=NC12)NC1=C(C=C(C(=O)NC2CC(C2)OC2CCN(CC2)C(=O)OCC[Si](C)(C)C)C=C1)OC)C)=O)CC